(S)-(5-methyl-1,3,4-thiadiazol-2-yl)(4-(4-methylpyrazolo[1,5-a]pyridin-2-yl)-1,4,6,7-tetrahydro-5H-imidazo[4,5-c]pyridin-5-yl)methanone CC1=NN=C(S1)C(=O)N1[C@@H](C2=C(CC1)NC=N2)C2=NN1C(C(=CC=C1)C)=C2